(4aR,8aS)-6-[3-[[2-Fluoro-4-(trifluoromethyl)phenyl]methoxy]-3-methylazetidine-1-carbonyl]-4,4a,5,7,8,8a-hexahydropyrido[4,3-b][1,4]oxazin-3-one FC1=C(C=CC(=C1)C(F)(F)F)COC1(CN(C1)C(=O)N1C[C@@H]2[C@@H](OCC(N2)=O)CC1)C